ClC1=NC(=NC(=C1)C1=C(C=CC=C1C)C)NS(=O)(=O)C=1C=C(C(=O)N2[C@@H](CN(C[C@H](C2)O)C(=O)OC(C)(C)C)CC(C)C)C=CC1 tert-Butyl (3R,6S)-4-[3-[[4-chloro-6-(2,6-dimethylphenyl)pyrimidin-2-yl]sulfamoyl]benzoyl]-6-hydroxy-3-isobutyl-1,4-diazepane-1-carboxylate